rel-(4as,7s,7as)-7-hydroxy-octahydrocyclopenta[b][1,4]oxazine-4-carboxylic acid tert-butyl ester C(C)(C)(C)OC(=O)N1[C@@H]2[C@H](OCC1)[C@H](CC2)O |o1:8,9,13|